2-(2-amino-6-((3-methoxy-4-phenoxyphenyl)amino)-9H-purin-9-yl)-N-(1-ethyl-3-methyl-1H-pyrazol-5-yl)acetamide NC1=NC(=C2N=CN(C2=N1)CC(=O)NC1=CC(=NN1CC)C)NC1=CC(=C(C=C1)OC1=CC=CC=C1)OC